3-(4-((2-Chloro-1H-imidazol-1-yl)methyl)phenyl)-5-isobutyl-4-methylthiophene-2-sulfonamide ClC=1N(C=CN1)CC1=CC=C(C=C1)C1=C(SC(=C1C)CC(C)C)S(=O)(=O)N